4-(4-amino-2-fluorophenoxy)-3-(3-(4-methylpiperazin-1-yl)prop-1-ynyl)pyridine-2-amine NC1=CC(=C(OC2=C(C(=NC=C2)N)C#CCN2CCN(CC2)C)C=C1)F